3,3-dimethyl-4-ethylhexane CC(CC)(C(CC)CC)C